fluoro-N-{[4-(1-methyl-1H-imidazol-2-yl)-2,5-dioxoimidazolidin-4-yl]methyl}-4'-(trifluoromethyl)[biphenyl]-2-carboxamide FC1=C(C(=CC=C1)C1=CC=C(C=C1)C(F)(F)F)C(=O)NCC1(NC(NC1=O)=O)C=1N(C=CN1)C